ClC=1C=C(C=C(C1CC1=C(C(=C(C=C1)O)C(C)C)F)C)/C=C(/C(=O)O)\C (E)-3-(3-chloro-4-(2-fluoro-4-hydroxy-3-isopropylbenzyl)-5-methylphenyl)-2-methylacrylic acid